(1S,2S)-2-methoxycyclobutane-1-amine hydrochloride Cl.CO[C@@H]1[C@H](CC1)N